ClC1=C(C(C2=CC=CC=C2)(C2=CC=CC=C2)CO)C=CC=C1 2-chlorotrityl-methanol